6-[(S)-3-(2,3-dichloro-6-fluorophenyl)-1-(2-fluoroacetyl)-3-pyrrolidinylamino]-8-fluoro-3-methyl-3,4-dihydro-4-quinazolinone ClC1=C(C(=CC=C1Cl)F)[C@@]1(CN(CC1)C(CF)=O)NC=1C=C2C(N(C=NC2=C(C1)F)C)=O